N1C=NC(=C1)C=1C=CC(=NC1)C#N 5-(1H-imidazol-4-yl)pyridinecarbonitrile